N-(4b-hydroxy-7-isopropyl-10-oxo-9b,10-dihydro-4bH-indeno(1,2-b)benzofuran-9b-yl)-2-oxooctanamide OC12OC3=C(C1(C(C1=CC=CC=C12)=O)NC(C(CCCCCC)=O)=O)C=CC(=C3)C(C)C